OCCN1N=CC(=C1)NC=1N=CC2=C(N1)N(C(C(=C2)N2CC(CCC2)NC(OC(C)(C)C)=O)=O)C tert-butyl N-[1-[2-[[1-(2-hydroxyethyl)pyrazol-4-yl]amino]-8-methyl-7-oxo-pyrido[2,3-d]pyrimidin-6-yl]-3-piperidyl]carbamate